C1(=CC(=CC=C1)C1=NC(=NC(=C1)C1=CC=C(C=C1)C1=C(C=C(C=C1C1=CC=CC=C1)C1=CC=CC=C1)C1=CC=CC=C1)C1=CC=CC=C1)C1=CC=CC=C1 4-(1,1-biphenyl-3-yl)-6-(2',6'-diphenyl-[1,1':4',1''-terphenyl]-4-yl)-2-phenylpyrimidine